C(C=C)(=O)OC(O)C(CO)(COCC(CO)(CO)CO)CO acryloyloxyDipentaerythritol